C12COCC(CC1)N2C2=C(C(=NC(N2)=O)OCC(=O)NC21CC3CC(CC(C2)C3)C1)F 2-((6-(3-OXA-8-AZABICYCLO[3.2.1]OCTAN-8-YL)-5-FLUORO-2-OXO-1,2-DIHYDROPYRIMIDIN-4-YL)OXY)-N-(ADAMANTAN-1-YL)ACETAMIDE